N-{[6-(5-acetyl-2-pyrazinyl)-5-chloro-2-indolyl]methyl}acetamide C(C)(=O)C=1N=CC(=NC1)C1=C(C=C2C=C(NC2=C1)CNC(C)=O)Cl